CC(C)C1=CC=C(C=C1)CC1=CC2=C(C3=C(N=C(N=C13)N)N)C=CN2 ([4-(1-methylethyl)phenyl]methyl)-7H-pyrrolo[3,2-f]quinazoline-1,3-diamine